FC1(CC1)C(=O)N1CC2(C1)CCC(CC2)NC2=NN1C(C(=N2)OC)=C(C=C1)C=1C=NC=2N(C1)C=CN2 (1-fluorocyclopropyl)(7-((5-(imidazo[1,2-a]pyrimidin-6-yl)-4-methoxypyrrolo[2,1-f][1,2,4]triazin-2-yl)amino)-2-azaspiro[3.5]nonan-2-yl)methanone